1-(m-Nitrophenyl)-1-pentene [N+](=O)([O-])C=1C=C(C=CC1)C=CCCC